4-[[7-([2-fluoro-4-[3-(hydroxymethyl)pyrazol-1-yl]phenyl]amino)-1,6-naphthyridin-2-yl]amino]piperidine-3-carboxylic acid FC1=C(C=CC(=C1)N1N=C(C=C1)CO)NC1=NC=C2C=CC(=NC2=C1)NC1C(CNCC1)C(=O)O